methyl 4-amino-7-fluoroimidazo[1,5-a]quinoxaline-8-carboxylate NC=1C=2N(C3=CC(=C(C=C3N1)F)C(=O)OC)C=NC2